2,3,4-trimethylpiperazin-1-yl-6,6a,7,8,9,10-hexahydro-12H-pyrazino[2,1-c]pyrido[3,4-f][1,4]oxazepin-12-one CC1N(CCN(C1C)C)C1=NC=CC2=C1C(N1C(CO2)CNCC1)=O